C1(CCCCC1)C(COC)(COC)CCC(C(C)C)C 2-cyclohexyl-2-(3,4-dimethylpentyl)-1,3-dimethoxypropane